1,1'-(1,3-phenylenebis(hexane-6,1-diyl))bis(cyclopropane-1-carboxylic acid) C1(=CC(=CC=C1)CCCCCCC1(CC1)C(=O)O)CCCCCCC1(CC1)C(=O)O